C(C)OC(=O)C1=NN(C(=C1NC(CC)=O)C)C1OCCCC1 5-methyl-4-(N-methylacetylamino)-1-(tetrahydro-2H-pyran-2-yl)-1H-pyrazole-3-carboxylic acid ethyl ester